OC1(CN(C1)CC1=CC2=CC=C(C=C2C[C@@H]1C)OCCCC(F)(F)F)C(=O)O 3-hydroxy-1-{[(3S)-3-methyl-6-(4,4,4-trifluorobutoxy)-3,4-dihydro-2-naphthalenyl]methyl}-3-azetidinecarboxylic acid